3,4,5-trifluorophenylmagnesium bromide FC=1C=C(C=C(C1F)F)[Mg]Br